Tetrahydromethylpyrimidine CN1CNCC=C1